4-(2,3-difluorophenyl)-1-(((1r,3r)-3-hydroxycyclobutyl)amino)-6-(trifluoromethyl)-3H-pyrido[1,2-C]pyrimidin-3-one FC1=C(C=CC=C1F)C1=C2N(C(=NC1=O)NC1CC(C1)O)C=CC(=C2)C(F)(F)F